CC(C[C@@H](B1OC([C@@H]2CCC[C@@H](C(O1)=O)N2C)=O)NC([C@H](CC2=CC=CC=C2)NC(=O)C2=NC=CN=C2)=O)C N-((S)-1-(((R)-3-methyl-1-((1S,7S)-11-methyl-2,6-dioxo-3,5-dioxa-11-aza-4-borabicyclo[5.3.1]undecan-4-yl)butyl)amino)-1-oxo-3-phenylpropan-2-yl)pyrazine-2-carboxamide